COC=1N=CC(=C2C1N(C=C2)S(=O)(=O)C2=CC=C(C)C=C2)B(O)O (7-methoxy-1-tosyl-1H-pyrrolo[2,3-c]pyridin-4-yl)boronic acid